4-[4-(tert-butyl)phenyl]piperidine hydrochloride Cl.C(C)(C)(C)C1=CC=C(C=C1)C1CCNCC1